methyl (R)-6-chloro-3-((1-(3-(4-(4-fluorophenyl)piperazin-1-yl)-2,7-dimethyl-1-oxo-1,2-dihydroisoquinolin-5-yl)ethyl)amino)picolinate ClC1=CC=C(C(=N1)C(=O)OC)N[C@H](C)C1=C2C=C(N(C(C2=CC(=C1)C)=O)C)N1CCN(CC1)C1=CC=C(C=C1)F